6-tertiary butyl-2,3-xylenol C(C)(C)(C)C1=CC=C(C(=C1O)C)C